4-(4-bromo-2-fluorophenyl)-N-(1-(3-methoxypropyl)-3-methyl-1H-pyrazol-4-yl)thiazol-2-amine BrC1=CC(=C(C=C1)C=1N=C(SC1)NC=1C(=NN(C1)CCCOC)C)F